[3-{[2-(4-chlorophenyl)imidazo[1,2-a]pyridin-3-yl]methyl}-3,6-diazabicyclo[3.2.2]non-6-yl](6-methoxypyridin-2-yl)methanone ClC1=CC=C(C=C1)C=1N=C2N(C=CC=C2)C1CN1CC2CN(C(C1)CC2)C(=O)C2=NC(=CC=C2)OC